6-(5-aminopyridin-2-yl)-5-(3-fluoro-4-((4-methylpyrimidin-2-yl)oxy)phenyl)-N-(4-methoxybenzyl)-7-methyl-5H-pyrrolo[3,2-d]pyrimidin-4-amine NC=1C=CC(=NC1)C1=C(C=2N=CN=C(C2N1C1=CC(=C(C=C1)OC1=NC=CC(=N1)C)F)NCC1=CC=C(C=C1)OC)C